4-(Trifluoromethyl)-1H-pyrrolo[2,3-b]pyridine 7-oxide FC(C1=C2C(=[N+](C=C1)[O-])NC=C2)(F)F